Methyl 1-(4-methoxyphenyl)-7-oxo-6-(2-oxo-[1,4'-bipiperidin]-1'-yl)-4,5,6,7-tetrahydro-1H-pyrazolo[3,4-c]pyridine-3-carboxylate COC1=CC=C(C=C1)N1N=C(C2=C1C(N(CC2)N2CCC(CC2)N2C(CCCC2)=O)=O)C(=O)OC